phenylmethylene-1,3-diaminobenzene C1(=CC=CC=C1)C=C1C(C=CC=C1N)N